NCC(CN1C(N(C=C1)CC1=CC=C(S1)C=1C=CC(N(C1)CC)=O)=O)=C(F)F 5-[5-[[3-[2-(aminomethyl)-3,3-difluoro-allyl]-2-oxo-imidazol-1-yl]methyl]-2-thienyl]-1-ethyl-pyridin-2-one